2-Amino-4-chloro-5-bromonicotinic Ethyl ester (Ethyl 2-amino-4-chloro-5-bromonicotinate) C(C)C1=NC(=C(C(=O)O)C(=C1Br)Cl)N.C(C)OC(C1=C(N=CC(=C1Cl)Br)N)=O